tert-butyl 4-(3-(1-(tert-butoxycarbonyl)-1H-indol-2-yl) acryloyl)-6-methoxy-3,4-dihydroquinoxaline-1(2H)-carboxylate C(C)(C)(C)OC(=O)N1C(=CC2=CC=CC=C12)C=CC(=O)N1CCN(C2=CC=C(C=C12)OC)C(=O)OC(C)(C)C